ClC=1C=2N(C=CN1)C(=NC2)C([2H])([2H])[2H] 8-chloro-3-(trideuteriomethyl)imidazo[1,5-a]pyrazine